C(CCCCCCCC)C(COCCOCCOCCO)O n-nonyl-tetraethylene glycol